(E)-N-hydroxy-3-(2-(4-phenylpiperazine-1-carbonyl)phenyl)acrylamide ONC(\C=C\C1=C(C=CC=C1)C(=O)N1CCN(CC1)C1=CC=CC=C1)=O